OC[C@H]1N(C[C@@H](N(C1)C=1C=2C(N(C(C1)=O)C)=CN(N2)C2OCCCC2)C)C(C)C=2C=C1N=CC=NC1=CC2 7-((2S,5S)-5-(hydroxymethyl)-2-methyl-4-(1-(quinoxalin-6-yl)ethyl)piperazin-1-yl)-4-methyl-2-(tetrahydro-2H-pyran-2-yl)-2,4-dihydro-5H-pyrazolo[4,3-b]Pyridin-5-one